OC1=CC(=CC=2OC3=CC=C(C=C3C(C12)=O)OC)C1=CC(=C(C(=C1)OC)OC)OC 1-hydroxy-3-(3,4,5-trimethoxyphenyl)-7-methoxy-9H-xanthen-9-one